ammonium bitartrate [O-]C(=O)C(O)C(O)C(=O)O.[NH4+]